tert-butyl N-[17-(2-bromoacetamido)-3,6,9,12,15-pentaoxaheptadecan-1-yl]carbamate BrCC(=O)NCCOCCOCCOCCOCCOCCNC(OC(C)(C)C)=O